The molecule is an optically active form of 3-isopropenyl-6-oxoheptanoic acid having (3S)-configuration. It derives from a (4S)-7-hydroxy-4-isopropenyl-7-methyloxepan-2-one. It is a conjugate acid of a (3S)-3-isopropenyl-6-oxoheptanoate. It is an enantiomer of a (3R)-3-isopropenyl-6-oxoheptanoic acid. CC(=C)[C@@H](CCC(=O)C)CC(=O)O